C(C)(C)(C)OC(=O)N1CCC=C(C1)C1=C2C=C(NC2=C(C=C1F)C(N)=O)C 5-(7-carbamoyl-5-fluoro-2-methyl-1H-indol-4-yl)-3,6-dihydropyridine-1(2H)-carboxylic acid tert-butyl ester